(5Z)-5-[(3,5-dimethyl-1-phenyl-pyrazol-4-yl)methylene]-2-thioxo-thiazolidin-4-one CC1=NN(C(=C1\C=C/1\C(NC(S1)=S)=O)C)C1=CC=CC=C1